(4-(1H-pyrrolo[2,3-b]pyridin-4-yl)phenyl)-1,4-dihydro-2H-spiro[isoquinoline-3,3'-pyrrolidine]-2'-one N1C=CC=2C1=NC=CC2C2=CC=C(C=C2)N2C(C1(CC2)NCC2=CC=CC=C2C1)=O